(E)-3-amino-2-(1H-benzo[d][1,2,3]triazol-1-yl)-1-(4-methoxyphenyl)hex-2-en-1-one N/C(=C(\C(=O)C1=CC=C(C=C1)OC)/N1N=NC2=C1C=CC=C2)/CCC